BrC1=CC=C(C=C1)NC(=O)NCCCCl 1-(4-bromophenyl)-3-(3-chloropropyl)urea